COC(=O)[C@H]1C(N(C[C@@H]1C=1C=NC(=CC1)C(F)(F)F)C)=O (3R,4S)-1-methyl-2-oxo-4-[6-(trifluoromethyl)-3-pyridinyl]-3-pyrrolidinecarboxylic acid methyl ester